2-(3-cyanophenyl)-1-ethoxy-4-methyl-1H-imidazole-5-carboxylic acid ethyl ester C(C)OC(=O)C1=C(N=C(N1OCC)C1=CC(=CC=C1)C#N)C